N-(4-phenylbut-3-en-2-yl)aniline C1(=CC=CC=C1)C=CC(C)NC1=CC=CC=C1